L-Ascorbat O=C1C(O)=C([O-])[C@H](O1)[C@@H](O)CO